COC1=CC=C(C=C1)[Te][Te]C1=CC=C(C=C1)OC Di(p-methoxyphenyl) ditelluride